2-(2-hexylcyclopropyl)acetic acid C(CCCCC)C1C(C1)CC(=O)O